3-(N-(6,7-dimethoxyquinazoline-4-yl)-S-methylsulfonimidoyl)phenyl-urea COC=1C=C2C(=NC=NC2=CC1OC)N=S(=O)(C)C=1C=C(C=CC1)NC(=O)N